((1r,4r)-4-(2-cyclobutyl-5-methoxyphenyl)cyclohexyl)methanol C1(CCC1)C1=C(C=C(C=C1)OC)C1CCC(CC1)CO